(2S)-2-[(tert-butoxycarbonyl)amino]-3,3-dimethylbutyric acid C(C)(C)(C)OC(=O)N[C@H](C(=O)O)C(C)(C)C